CN(C1=NC2=CC=C(C=C2C=C1)C)C 2-(dimethylamino)-6-methylquinoline